tert-butyl-(3S)-4-((1-(3-(2,6-dioxopiperidin-3-yl)-1-methyl-1H-indazol-6-yl)piperidin-4-yl)methyl)-3-(hydroxymethyl)piperazine-1-carboxylate C(C)(C)(C)OC(=O)N1C[C@H](N(CC1)CC1CCN(CC1)C1=CC=C2C(=NN(C2=C1)C)C1C(NC(CC1)=O)=O)CO